N-methylquinolin CN1CC=CC2=CC=CC=C12